4-[(1S,3R,4S,5R)-5-{[4-cyclopropyl-1-(2,6-dichlorophenyl)-1H-pyrazol-5-yl]methoxy}-3-methyl-2-azabicyclo[2.2.1]heptan-2-yl]benzoic acid C1(CC1)C=1C=NN(C1CO[C@H]1[C@@H]2[C@H](N([C@H](C1)C2)C2=CC=C(C(=O)O)C=C2)C)C2=C(C=CC=C2Cl)Cl